(E)-1-phenylpent-1,4-dien-3-yl-pivalate C1(=CC=CC=C1)\C=C\C(C=C)CC(C(=O)[O-])(C)C